FC1=C(OC2=CC=C(C=C2)N2N=C3N(C2=O)[C@@H](CC3)C3=NC=CN=C3)C=CC(=C1)F (S)-2-(4-(2,4-difluorophenoxy)phenyl)-5-(pyrazin-2-yl)-2,5,6,7-tetrahydro-3H-pyrrolo[2,1-c][1,2,4]triazol-3-one